O=C1NC(CCC1N1C(C2=CC=C(C=C2C1=O)C1(CCN(CC1)CC1=CC=C(C=C1)CF)O)=O)=O 2-(2,6-dioxopiperidin-3-yl)-5-(1-(4-(fluoromethyl)benzyl)-4-hydroxypiperidin-4-yl)isoindoline-1,3-dione